6-(4-(tert-butyl)piperazin-1-yl)-N-(6-(5-fluoro-2-methylphenyl)-5-(trifluoromethyl)pyridin-2-yl)pyridine-2-sulfonamide C(C)(C)(C)N1CCN(CC1)C1=CC=CC(=N1)S(=O)(=O)NC1=NC(=C(C=C1)C(F)(F)F)C1=C(C=CC(=C1)F)C